CC1(CNCC1)C1=NOCC(O1)CN1CCCCC1 (3-methylpyrrolidin-3-yl)-5-(piperidin-1-ylmethyl)-5,6-dihydro-1,4,2-dioxazine